NC=1C2=C(N=CN1)N(C(=C2C2=CC=C(C=C2)OC2=CC=CC=C2)C#CC2CN(C2)C(\C=C\CN(C)C)=O)CCO (E)-1-(3-((4-amino-7-(2-hydroxyethyl)-5-(4-phenoxyphenyl)-7H-pyrrolo[2,3-d]pyrimidin-6-yl)ethynyl)azetidin-1-yl)-4-(dimethylamino)but-2-en-1-one